N,N-dimethyl-5,6,7,8-tetrahydronaphthalene-2-carboxamide CN(C(=O)C1=CC=2CCCCC2C=C1)C